1-(5-Fluoropyridin-2-yl)-3-hydroxybut-2-en-1-one FC=1C=CC(=NC1)C(C=C(C)O)=O